C1(CC1)C=1C=C(C=CC1)N1[C@H]2CN([C@H](C1)C2)C2=NC(=NC=C2C#N)C=2C=NN(C2)C 4-[(1S,4R)-5-(3-cyclopropylphenyl)-2,5-diazabicyclo[2.2.1]hept-2-yl]-2-(1-methyl-1H-pyrazol-4-yl)pyrimidine-5-carbonitrile